COC(=O)C1=C(C2=C(C3=NC=C(C=C3N2[C@@H](C2CCOCC2)C2=CC=CC=C2)Br)S1)C (S)-6-bromo-3-methyl-4-(phenyl-(tetrahydro-2H-pyran-4-yl)methyl)-4H-thieno[2',3':4,5]pyrrolo[3,2-b]pyridine-2-carboxylic acid methyl ester